N-(6-chloropyrimidin-4-yl)-3-(4-methylpiperazin-1-yl)cyclobutane-1-carboxamide ClC1=CC(=NC=N1)NC(=O)C1CC(C1)N1CCN(CC1)C